COC(=O)C1=NN(N=C1)CC1CC1 2-(cyclopropylmethyl)-2H-1,2,3-triazole-4-carboxylic acid methyl ester